C(C)(C)SC1=CC(=CC(=N1)N1N=CC=2C(=NC(=CC21)C=2C=NC=CC2OC)C)N2[C@@H]([C@H](C2)CS(=O)(=O)C)C 1-(6-(Isopropylthio)-4-((2R,3S)-2-methyl-3-((methylsulfonyl)methyl)azetidin-1-yl)pyridin-2-yl)-6-(4-methoxypyridin-3-yl)-4-methyl-1H-pyrazolo[4,3-c]pyridine